C(C)(C)(C)OC(=O)N(C(OC(C)(C)C)=O)C1=NC(=C(C(=N1)Cl)OC(C)C)C1=C(C=CC=C1C)C tert-Butyl N-tert-butoxycarbonyl-N-[4-chloro-6-(2,6-dimethylphenyl)-5-isopropoxy-pyrimidin-2-yl]carbamate